C(C)OC(=O)C1=CC(=NN1C)C1CN(CC1)C(=O)OC(C)(C)C 3-(1-(tert-Butoxycarbonyl)pyrrolidin-3-yl)-1-methyl-1H-pyrazole-5-carboxylic acid ethyl ester